((6-((5R,6S)-5-(hydroxymethyl)-5,6-dimethyl-2-((3-methyl-4-(4-methylpiperazin-1-yl)phenyl)amino)-5,6-dihydro-7H-pyrrolo[2,3-d]pyrimidin-7-yl)pyridin-2-yl)imino)dimethyl-λ6-sulfanone OC[C@]1([C@@H](N(C=2N=C(N=CC21)NC2=CC(=C(C=C2)N2CCN(CC2)C)C)C2=CC=CC(=N2)N=S(=O)(C)C)C)C